3-(3-(4-(aminomethyl)phenyl)-5-(3-morpholinophenyl)-3H-imidazo[4,5-b]pyridin-2-yl)pyridin-2-amine NCC1=CC=C(C=C1)N1C(=NC=2C1=NC(=CC2)C2=CC(=CC=C2)N2CCOCC2)C=2C(=NC=CC2)N